((5-chloro-4-((3aR,6aS)-5-(cyclopropylcarbonyl)-3a,6a-dimethylhexahydropyrrolo[3,4-c]pyrrol-2(1H)-yl)pyrimidin-2-yl)amino)-N-methylpyridine-2-carboxamide ClC=1C(=NC(=NC1)NC=1C(=NC=CC1)C(=O)NC)N1C[C@]2(CN(C[C@]2(C1)C)C(=O)C1CC1)C